(7SR)-5-oxa-2-azaspiro[3.4]octan C1NCC12OCCC2